CN1N=CC(=C1)C#CC1=CC=C2C=3C(=C(N(C(C13)=O)C1=CC=CC=C1)[C@H](C)NC(=O)C=1C(=NN3C1N=CC=C3)NS(N)(=O)=O)CCCC2 (S)-N-(1-(4-((1-methyl-1H-pyrazol-4-yl)ethynyl)-3-oxo-2-phenyl-2,3,7,8,9,10-hexahydrocyclohepta[de]isoquinolin-1-yl)ethyl)-2-(sulfamoylamino)pyrazolo[1,5-a]pyrimidine-3-carboxamide